7-bromo-5,6-difluoro-3-methyl-3,4-dihydro-1H-quinoxalin-2-one BrC1=C(C(=C2NC(C(NC2=C1)=O)C)F)F